C1(=CC=CC=2C3=CC=CC=C3CC12)COC(=O)N[C@@H](COC)C(=O)O N-Fluorenylmethoxycarbonyl-O-methyl-L-serine